(3-{[(dimethylamino)methylidene]Sulfamoyl}-4-[1-(tetrahydrofuran-3-yl)-1H-Pyrazol-4-yl]Phenyl)acetamide CN(C)C=NS(=O)(=O)C=1C=C(C=CC1C=1C=NN(C1)C1COCC1)CC(=O)N